6-((1H-Pyrrolo[2,3-b]pyridin-4-yl)methyl)-N-(3-(trifluoromethyl)phenyl)-4,5,6,7-tetrahydrothieno[2,3-c]pyridin-3-carboxamid N1C=CC=2C1=NC=CC2CN2CC1=C(CC2)C(=CS1)C(=O)NC1=CC(=CC=C1)C(F)(F)F